4-((1-(4-(2-(2-Aminopyridin-3-yl)-5-morpholino-3H-imidazo[4,5-b]pyridin-3-yl)benzyl)piperidin-4-yl)amino)pyrimidine-2-carbonitrile NC1=NC=CC=C1C1=NC=2C(=NC(=CC2)N2CCOCC2)N1C1=CC=C(CN2CCC(CC2)NC2=NC(=NC=C2)C#N)C=C1